C(C)(C)(CC(C)(C)C)OC1=CC=CC=C1 T-octylphenyl ether